5-amino-2-(1-(3-methoxypropyl)-2,6-dioxopiperidin-3-yl)isoindolin-1,3-dione NC=1C=C2C(N(C(C2=CC1)=O)C1C(N(C(CC1)=O)CCCOC)=O)=O